methyl 1,5-dimethyl-1H-indole-2-carboxylate CN1C(=CC2=CC(=CC=C12)C)C(=O)OC